[N+](=O)([O-])C(=CC1=CC=CC2=CC=CC=C12)C 1-(2-nitro-1-propen-1-yl)naphthalene